COC1CCN(CC1)CC(CNC(=O)C1=CC2=C(S1)CCCCCC2)(C)C N-[3-(4-methoxypiperidin-1-yl)-2,2-dimethylpropyl]-4H,5H,6H,7H,8H,9H-cycloocta[b]thiophene-2-carboxamide